2-(((5-fluoropyridin-2-yl)amino)-2-oxoethyl)-N-(2-methoxyethyl)-N-methyl-7-oxo-4,7-dihydropyrazolo[1,5-a]pyrimidine-5-carboxamide FC=1C=CC(=NC1)NC(CC1=NN2C(NC(=CC2=O)C(=O)N(C)CCOC)=C1)=O